OC1=C(C=C(C(=O)OC)C=C1Br)Br methyl 4-hydroxy-3,5-dibromobenzoate